CC1=C(C=CC(=C1C=1C=2N(C3=CC(=NC=C3C1)NC)N=CN2)C)O 2,4-dimethyl-3-(8-(methylamino)-[1,2,4]triazolo[1,5-a][1,6]naphthyridin-4-yl)phenol